S(=O)(=O)([O-])[O-].[Al+3].[K+].[Al+3] aluminum potassium aluminum sulfate